tert-butyl 2-{[6-(2,3-dihydro-1H-indol-4-yl)pyridin-3-yl]oxy}-7-azaspiro[3.5]nonane-7-carboxylate N1CCC2=C(C=CC=C12)C1=CC=C(C=N1)OC1CC2(C1)CCN(CC2)C(=O)OC(C)(C)C